[Na].ClC1=C(C=CC(=C1)Cl)O 2,4-dichlorophenol sodium